Cl.FC=1C=C2/C(/C(NC2=CC1)=O)=C/C1=C(C(=CN1)NC(=O)C1CCNCC1)C (Z)-N-(5-((5-fluoro-2-oxoindol-3-ylidene)methyl)-4-methyl-1H-pyrrol-3-yl)piperidine-4-carboxamide hydrochloride